O=C1OC(CN1)C1=CC=C(C=2N=COC21)C2=CC=C(C=C2)OC(F)(F)F 7-(2-oxooxazolidin-5-yl)-4-(4-(trifluoromethoxy)phenyl)benzo[d]oxazol